C1=C(C(=O)NC(=O)N1C[C@@H](C(=O)O)N)F The molecule is an alanine derivative that is L-alanine bearing a 5-fluorouracil-1-yl substituent at position 3. A more potent and selective AMPA receptor agonist (at hGluR1 and hGluR2) than AMPA itself (Ki = 14.7, 25.1, and 1820 nM for hGluR1, hGluR2 and hGluR5 respectively). It has a role as an AMPA receptor agonist. It is an organofluorine compound, a non-proteinogenic L-alpha-amino acid and a L-alanine derivative. It derives from a uracil.